OCCN(CCNC(OCC[Si](C)(C)C)=O)CCCCCCCC(=O)OCCCCCCCCC nonyl 10-(2-hydroxyethyl)-2,2-dimethyl-6-oxo-5-oxa-7,10-diaza-2-silaoctadecan-18-oate